4-{(1R,2R)-2-[3-(2,4-difluorophenyl)-1,2,4-oxadiazol-5-yl]cyclopropyl}benzenesulfonamide FC1=C(C=CC(=C1)F)C1=NOC(=N1)[C@H]1[C@@H](C1)C1=CC=C(C=C1)S(=O)(=O)N